(2-Bromo-5-isopropylthiazol-4-yl)methanol BrC=1SC(=C(N1)CO)C(C)C